ClC1=C(C=CC=C1)CC(=O)NC1=CC(=C(C=C1)N1N=CC(=C1)C(=O)N1CC(C1)(F)F)S(N)(=O)=O 2-(2-chlorophenyl)-N-(4-{4-[(3,3-difluoroazetidin-1-yl)carbonyl]-1H-pyrazol-1-yl}-3-sulfamoylphenyl)acetamide